C1(CC1)C(=O)N1N=C(C2=CC(=CC=C12)C=1C(=NC=CC1)F)C(=O)NC1CCN(CC1)C(=O)C1CC1 1-(cyclopropanecarbonyl)-N-(1-(cyclopropanecarbonyl)piperidin-4-yl)-5-(2-fluoropyridin-3-yl)-1H-indazole-3-carboxamide